2-Chloro-cyclopent-1-enecarbaldehyde ClC1=C(CCC1)C=O